CC=1C(N(N=CC1CCCN1CC2(C1)CC(C2)CC2=CC=C1C=NN(C1=C2C(F)(F)F)C)C2OCCCC2)=O 4-methyl-5-(3-(6-((1-methyl-7-(trifluoromethyl)-1H-indazol-6-yl)methyl)-2-azaspiro[3.3]heptan-2-yl)propyl)-2-(tetrahydro-2H-pyran-2-yl)pyridazin-3(2H)-one